C(C1=CC=CC=C1)N1C[C@H]([C@@H](CC1)N1CC2=CC=CC=C2CC1)O trans-1-benzyl-4-(3,4-dihydroisoquinolin-2(1H)-yl)piperidin-3-ol